(S)-4-(9-(3-Aminopyrrolidin-1-yl)-5,6,7,8-tetrahydroacridin-2-yl)-N-(1-(ethylsulfonyl)piperidin-4-yl)pyridin-2-amine N[C@@H]1CN(CC1)C=1C=2CCCCC2N=C2C=CC(=CC12)C1=CC(=NC=C1)NC1CCN(CC1)S(=O)(=O)CC